Allyl 1-(N-((2-((2,5-dioxopyrrolidin-1-yl)oxy)-2-oxoethoxy)carbonyl)sulfamoyl)piperidine-4-carboxylate O=C1N(C(CC1)=O)OC(COC(=O)NS(=O)(=O)N1CCC(CC1)C(=O)OCC=C)=O